5-[1-(3,5-Difluoro-2-pyridyl)ethoxy]-7-[5-methyl-1-(4-piperidyl)triazol-4-yl]imidazo[1,2-a]pyridine-3-carbonitrile HCl Cl.FC=1C(=NC=C(C1)F)C(C)OC1=CC(=CC=2N1C(=CN2)C#N)C=2N=NN(C2C)C2CCNCC2